2-({2-[4-(2-hydroxyethoxy)pyridin-2-yl]-5H,6H,7H-cyclopenta[d]pyrimidin-4-yl}(methyl)amino)-N-(1-methylcyclopentyl)acetamide OCCOC1=CC(=NC=C1)C=1N=C(C2=C(N1)CCC2)N(CC(=O)NC2(CCCC2)C)C